C(C)(=O)OC[C@H]1O[C@H]([C@@H]([C@H]([C@H]1OC(C)=O)OC(C)=O)NC(C)=O)OCC=O [(2R,3R,4R,5R,6R)-5-acetamido-3,4-diacetoxy-6-(2-oxoethoxy)tetrahydropyran-2-yl]methyl acetate